CC1(OI(C2=C1C=CC=C2)C(F)(F)F)C 3,3-dimethyl-1-(trifluoromethyl)-1,3-dihydro-1λ3-benzo[d][1,2]iodaoxole